CC(C1=CC=CC=C1)C1=C(C=CC=C1)C methylbenzyl-(methylbenzene)